(3'-((8-chloro-[1,2,4]triazolo[4,3-a]quinazolin-5-yl)(methyl)amino)-5'-fluoro-[1,1'-biphenyl]-4-yl)isothiazolidine 1,1-dioxide ClC1=CC=C2C(=NC=3N(C2=C1)C=NN3)N(C=3C=C(C=C(C3)F)C3=CC=C(C=C3)N3S(CCC3)(=O)=O)C